(2R)-1-({1-[2,4-bis(trifluoromethyl)phenyl]-6-(methylsulfonyl)-5,6,7,8-tetrahydropyrido[3,4-d]pyridazin-4-yl}amino)propan-2-ol FC(C1=C(C=CC(=C1)C(F)(F)F)C1=C2C(=C(N=N1)NC[C@@H](C)O)CN(CC2)S(=O)(=O)C)(F)F